2-(4-chlorophenyl)-1-[(3S)-3-({5-[2-(difluoromethyl)-1-methyl-1H-imidazol-4-yl]-6-methylpyridin-2-yl}amino)pyrrolidin-1-yl]-2,2-difluoroethan-1-one ClC1=CC=C(C=C1)C(C(=O)N1C[C@H](CC1)NC1=NC(=C(C=C1)C=1N=C(N(C1)C)C(F)F)C)(F)F